6-[1-(aminomethyl)-8-azaspiro[4.5]decan-8-yl]-3-(2,3-dichlorophenyl)-2-methyl-3,4-dihydropyrimidin-4-one NCC1CCCC12CCN(CC2)C2=CC(N(C(=N2)C)C2=C(C(=CC=C2)Cl)Cl)=O